ClC1=C(C=CC=C1)C1=C(CCN(C1)C(=O)OC(C)(C)C)C(=O)OCC 1-(tert-butyl) 4-ethyl 5-(2-chlorophenyl)-3,6-dihydropyridine-1,4(2H)-dicarboxylate